OCCC1(CC1)C=1N=C(C2=C(N1)OC(=C2C(=O)N)C)NC2(CC2)C [1-(2-hydroxyethyl)cyclopropyl]-6-methyl-4-[(1-methylcyclopropyl)amino]furo[2,3-d]pyrimidine-5-carboxamide